C(C=C)C1=C(C(=O)NNC(=O)C2=NC(=C(C=C2[N+](=O)[O-])C(F)(F)F)N2[C@@H](CCC2)CC=C)C(=CC=C1)OCC1=CC=CC=C1 N'-(2-allyl-6-benzyloxy-benzoyl)-6-[(2S)-2-allylpyrrolidin-1-yl]-3-nitro-5-(trifluoromethyl)pyridine-2-carbohydrazide